(1R,4S)-4-(3,4-dichlorophenyl)-1,2,3,4-tetrahydro-1-naphthylamine hydrochloride Cl.ClC=1C=C(C=CC1Cl)[C@@H]1CC[C@H](C2=CC=CC=C12)N